CC1(NC(CC(C1)OCCC[Si](OCC)(OCC)OCC)(C)C)C 2,2,6,6-tetramethyl-4-[3-(triethoxysilyl)propoxy]piperidine